COCCCN(CCO)CCO methoxypropyl-diethanolamine